FC=1C(=C(C=CC1F)C1C(SC(C1)(C(F)(F)F)C)C(=O)NC=1C=C2C=NNC2=C(C1)OB(O)O)OC (5-(3-(3,4-difluoro-2-methoxyphenyl)-5-methyl-5-(trifluoromethyl)tetrahydrothiophene-2-carboxamido)-1H-indazol-7-yl)boric acid